C(C)(C)(C)OC(=O)N1CC(C1)CCNC1CCC1 3-(2-(cyclobutylamino)ethyl)azetidine-1-carboxylic acid tert-butyl ester